NC=1C=CC(=C(C1)S(=O)(=O)O)C=O 5-AMINO-2-FORMYL-BENZENESULFONIC ACID